3-(nitromethyl)azetidine [N+](=O)([O-])CC1CNC1